1-(4-(1H-Pyrazol-3-yl)phenyl)-5,7-difluoro-1H-indazol-6-ol N1N=C(C=C1)C1=CC=C(C=C1)N1N=CC2=CC(=C(C(=C12)F)O)F